BrC(=C)C(F)F 2-bromo-3,3-difluoropropene